4-amino-3-chloro-6-(3-fluoro-4-(trimethylsilyl)phenyl)-pyridine-2-carboxylic acid methyl ester COC(=O)C1=NC(=CC(=C1Cl)N)C1=CC(=C(C=C1)[Si](C)(C)C)F